[6-(3-cyclopropyl-1,2,4-triazol-1-yl)-2-azaspiro[3.3]heptan-2-yl]-[6-[[1-(difluoromethyl)pyrazol-4-yl]methyl]-2,6-diazaspiro[3.3]heptan-2-yl]methanone C1(CC1)C1=NN(C=N1)C1CC2(CN(C2)C(=O)N2CC3(C2)CN(C3)CC=3C=NN(C3)C(F)F)C1